methyl (3S)-1-[3-fluoro-4-(tetramethyl-1,3,2-dioxaborolan-2-yl)phenyl]pyrrolidine-3-carboxylate FC=1C=C(C=CC1B1OC(C(O1)(C)C)(C)C)N1C[C@H](CC1)C(=O)OC